N1(CCOCC1)C(=O)N1CCCC1 1-(morpholin-4-carbonyl)pyrrolidin